Tert-butyl (1R,2S,5S)-2-((6-bromo-3-methylpyridin-2-yl) carbamoyl)-3-azabicyclo[3.1.0]Hexane-3-carboxylate BrC1=CC=C(C(=N1)NC(=O)[C@@H]1[C@@H]2C[C@@H]2CN1C(=O)OC(C)(C)C)C